(S)-5-(((1-hydroxy-3-(octadecyl)propan-2-yl)oxy)methyl)nicotinonitrile OC[C@H](CCCCCCCCCCCCCCCCCCC)OCC=1C=NC=C(C#N)C1